4-fluoro-3-methoxy-N-methylbenzamide FC1=C(C=C(C(=O)NC)C=C1)OC